C(#N)N1C2CCC(C1)[C@H]2NC(=O)C=2SC(=CN2)C=2C=NC=CC2OC2=CC=C(C=C2)F N-((7R)-2-cyano-2-azabicyclo[2.2.1]heptan-7-yl)-5-(4-(4-fluorophenoxy)pyridin-3-yl)thiazole-2-carboxamide